CCCCCCCCCCCCCCCCC(=O)O[C@H](COC(=O)CCCCCCC/C=C\CCCCCCC)COP(=O)(O)OC[C@@H](C(=O)O)N 1-(9Z-heptadecenoyl)-2-heptadecanoyl-glycero-3-phosphoserine